N-(3-amidinophenyl)-5-chloro-6-methyl-2-(piperidin-1-yl)nicotinamide C(N)(=N)C=1C=C(C=CC1)NC(C1=C(N=C(C(=C1)Cl)C)N1CCCCC1)=O